C(C)OC(/C(=N/NCC1=CC=C(C=C1)OC)/Cl)=O (Z)-2-chloro-2-(2-(4-methoxybenzyl)hydrazono)acetic acid ethyl ester